N[C@@H]1C2=CC=CC=C2CC12CCN(CC2)C=2NC(C1=C(N2)NN=C1C(=C)C1=CC(=CC=C1)S(=O)(=O)C)=O (S)-6-(1-amino-1,3-dihydro-spiro[inden-2,4'-piperidin]-1'-yl)-3-(1-(3-(methylsulfonyl)phenyl)vinyl)-1H-pyrazolo[3,4-d]pyrimidin-4(5H)-one